(S)-1-(5H-imidazo[5,1-a]isoindol-5-yl)-3,3-dimethylcyclobutane-1-ol C=1N=CN2C1C1=CC=CC=C1[C@H]2C2(CC(C2)(C)C)O